3-(((4-aminophenyl)amino)methyl)azetidine-1-carboxylic acid tert-butyl ester C(C)(C)(C)OC(=O)N1CC(C1)CNC1=CC=C(C=C1)N